2-tert-butyl-4-chloro-5-[4-(2-[18F]fluoroethoxymethyl)-benzyloxy]-2H-pyridazin C(C)(C)(C)N1NC=C(C(=C1)Cl)OCC1=CC=C(C=C1)COCC[18F]